BrC1=CC(=C(C=C1)S(=O)(=O)N1CCNC2=CC=CC(=C12)C)C 1-((4-Bromo-2-methylphenyl)sulfonyl)-8-methyl-1,2,3,4-tetrahydroquinoxaline